C(C1=CC=CC=C1)OC(=O)N1C(OC([C@H]1C)=O)C1=CC=CC=C1 (4R)-4-methyl-5-oxo-2-phenyloxazolidine-3-carboxylic acid benzyl ester